4-(4-phenoxybutoxy)-7H-furo[3,2-g]chromen-7-one O(C1=CC=CC=C1)CCCCOC1=C2C=CC(OC2=CC2=C1C=CO2)=O